9-(4-(1-methyl-4-(trifluoromethyl)-1H-imidazol-2-yl)benzyl)-2-(2-(pentan-3-yloxy)pyridin-3-yl)-7,9-dihydro-8H-purin-8-one CN1C(=NC(=C1)C(F)(F)F)C1=CC=C(CN2C3=NC(=NC=C3NC2=O)C=2C(=NC=CC2)OC(CC)CC)C=C1